C(C)(C)(C)OC([C@@H](C)N1C(N2C(C1)=CC(=C2)C2=NC(=NC=C2Cl)NC2=CC=NN2C)=O)=O (R)-2-(6-(5-chloro-2-((1-methyl-1H-pyrazol-5-yl)amino)pyrimidin-4-yl)-3-oxo-1H-pyrrolo[1,2-c]imidazol-2(3H)-yl)propionic acid tert-butyl ester